5-bromo-2-methoxy-N-[3-(trifluoromethyl)phenyl]aniline BrC=1C=CC(=C(NC2=CC(=CC=C2)C(F)(F)F)C1)OC